1-(1-((tert-Butoxycarbonyl)amino)propan-2-yl)-1H-pyrazole-3,5-dicarboxylic acid diethyl ester C(C)OC(=O)C1=NN(C(=C1)C(=O)OCC)C(CNC(=O)OC(C)(C)C)C